N-(6-amino-5-methyl-3-pyridyl)-2-[(2R,5S)-2-[2-[(dimethylamino)methyl]-1,3-benzothiazol-5-yl]-5-methyl-1-piperidyl]-2-oxo-acetamide NC1=C(C=C(C=N1)NC(C(=O)N1[C@H](CC[C@@H](C1)C)C=1C=CC2=C(N=C(S2)CN(C)C)C1)=O)C